(2S,4R)-4-hydroxy-1-[(2S)-2-[4-(2-methoxythiazol-5-yl)triazol-1-yl]-3,3-dimethyl-butanoyl]-N-methyl-pyrrolidine-2-carboxamide O[C@@H]1C[C@H](N(C1)C([C@H](C(C)(C)C)N1N=NC(=C1)C1=CN=C(S1)OC)=O)C(=O)NC